ethyl-5-[2-(3-pyridyl)phenyl]pyridin-2-amine C(C)C=1C(=NC=C(C1)C1=C(C=CC=C1)C=1C=NC=CC1)N